NC(CC1CC(N(CC1)C)=O)(C)C 4-(2-amino-2-methylpropyl)-1-methyl-piperidin-2-one